OCC1=CN(C2=CC=CC=C12)C(=O)OCOC(CC1=C(C=CC=C1)NC1=C(C=CC=C1Cl)Cl)=O (2-(2-((2,6-dichlorobenzeneyl)amino)phenyl)acetoxy)methyl 3-(hydroxymethyl)-1H-indole-1-carboxylate